COC1=CC(=NC=N1)C(=O)NC1=CC(=NC=C1)C(F)(F)F 6-methoxy-N-(2-(trifluoromethyl)pyridin-4-yl)pyrimidine-4-carboxamide